4-bromo-1-methyl-1,3-dihydro-2H-benzo[d]imidazol-2-one BrC1=CC=CC=2N(C(NC21)=O)C